Cl.BrC1=CC=C(C=C1)C1=CC=C(N1C1=C(C=CC=C1)C(F)(F)F)C=1C=CC(=NC1)C(=O)NCCN(C)C 5-[5-(4-bromophenyl)-1-[2-(trifluoromethyl)phenyl]pyrrol-2-yl]-N-[2-(dimethylamino)ethyl]pyridine-2-carboxamide hydrochloride